O=C1CC2C(CN(C2)C(=O)OC(C)(C)C)=C1 tert-butyl 5-oxo-3,3a,4,5-tetrahydrocyclopenta[c]pyrrole-2(1H)-carboxylate